(4-(methoxycarbonyl)-3-methylphenyl)boronic acid COC(=O)C1=C(C=C(C=C1)B(O)O)C